2,3-dihydroxypropyl (E)-hexadeca-9,15-dienoate C(CCCCCCC\C=C\CCCCC=C)(=O)OCC(CO)O